3,4',5-Triiodo-salicylanilide IC1=C(C(C(=O)NC2=CC=C(C=C2)I)=CC(=C1)I)O